N-[(1S)-1-[3-[2-(hydroxymethyl)-4-pyridyl]-1,2,4-oxadiazol-5-yl]ethyl]-2-methyl-5-(trifluoromethyl)pyrazole-3-carboxamide OCC1=NC=CC(=C1)C1=NOC(=N1)[C@H](C)NC(=O)C=1N(N=C(C1)C(F)(F)F)C